C(CCCCCCCCCCC)OB(O)O dodecyl-boric acid